COC(=O)C1C2(CCC(C1)CC2)C(=O)O (methoxycarbonyl)bicyclo[2.2.2]octane-1-carboxylic acid